tert-Butyl 4-[4-(5-methoxyimidazo[1,2-a]pyridin-7-yl)-5-methyl-triazol-1-yl]azepane-1-carboxylate COC1=CC(=CC=2N1C=CN2)C=2N=NN(C2C)C2CCN(CCC2)C(=O)OC(C)(C)C